COC(C(=O)N(C1CC1)CC=1C=CC2=C(N=CS2)C1)=O 2-((Benzo[d]thiazol-5-ylmethyl)(cyclopropyl)amino)-2-oxoacetic acid methyl ester